COC1=NN(C(=C1)S(=O)(=O)N1CC2(C1)CN(C2)C2CCOCC2)C 2-((3-methoxy-1-methyl-1H-pyrazol-5-yl)sulfonyl)-6-(tetrahydro-2H-pyran-4-yl)-2,6-diazaspiro[3.3]heptane